5-cyclopropyl-2-((1-phenyl-1H-indol-4-yl)amino)nicotinic acid C1(CC1)C=1C=NC(=C(C(=O)O)C1)NC1=C2C=CN(C2=CC=C1)C1=CC=CC=C1